N(=C=S)C1CN(CCC1)C(=O)[O-] 3-isothiocyanatopiperidine-1-carboxylate